BrC1=C2C=NC=NC2=CC(=C1)I 5-bromo-7-iodoquinazoline